3-amino-N-(2-(1-methyl-1H-1,2,4-triazol-3-yl)ethyl)-2-oxo-1-(4-phenyl-3,4-dihydro-2H-benzo[b][1,4]oxazin-6-yl)-1,2-dihydrothieno[2,3-b]pyrazine-6-carboxamide NC=1C(N(C2=C(N1)SC(=C2)C(=O)NCCC2=NN(C=N2)C)C2=CC1=C(OCCN1C1=CC=CC=C1)C=C2)=O